CC12CCC3C(OC=4C=C(C=C(C4C3C1)O2)CCCCC)(C)C 1,5,5-trimethyl-9-pentyl-6,15-dioxa-tetracyclo[9.3.1.04,13.07,12]-pentadeca-7(12),8,10-triene